tert-butyl (2-((tert-butoxy(2,2,2-trifluoroethoxy)phosphoryl)oxy)ethyl)carbamate C(C)(C)(C)OP(=O)(OCC(F)(F)F)OCCNC(OC(C)(C)C)=O